N1=C(N=CC=C1)O[C@@H]1CC[C@H](CC1)OS(=O)(=O)C trans-methanesulfonic acid (4-pyrimidin-2-yloxycyclohexyl) ester